C(C)OC(C)(OC(C)OC(=O)C1C2C=CC(C1)C2=O)C 5-(1-(1-ethoxy-1-methylethyloxy)ethoxycarbonyl)-7-oxo-bicyclo[2.2.1]Hept-2-ene